diethyl 9-oxoheptadecanedioate O=C(CCCCCCCC(=O)OCC)CCCCCCCC(=O)OCC